2-hydroxy-3-(pent-4-en-1-yl(sulfamoyl)amino)propanoate OC(C(=O)[O-])CN(S(N)(=O)=O)CCCC=C